FC1=C(N=CC2=C1N=C(N=C2C21CCN(CC1C2)C(C=C)=O)OC[C@]21CCCN1C[C@@H](C2)F)C2=CC(=CC1=CC=CC=C21)O 1-(6-(8-fluoro-2-(((2R,7aS)-2-fluorotetrahydro-1H-pyrrolizin-7a(5H)-yl)methoxy)-7-(3-hydroxynaphthalen-1-yl)pyrido[4,3-d]pyrimidin-4-yl)-3-azabicyclo[4.1.0]heptan-3-yl)prop-2-en-1-one